3-{3-(9H-carbazol-9-yl)biphenyl-3-yl}dibenzo[f,h]quinoxaline C1=CC=CC=2C3=CC=CC=C3N(C12)C1(CC(=CC=C1)C1=CC=CC=C1)C=1C=NC2=C3C(=C4C(=C2N1)C=CC=C4)C=CC=C3